ClC1=CC(=C(C=C1OCOC)C=1C=C(N=NC1)OC)F 5-[4-chloro-2-fluoro-5-(methoxymethoxy)phenyl]-3-methoxypyridazine